NC1=NC=2C=CC=CC2C2=C1N=C(N2CCC(CC)S(=O)(=O)N)CCCC 1-[2-(4-amino-2-butyl-1H-imidazo[4,5-c]quinolin-1-yl)ethyl]-1-propanesulfonamide